NC1=CC=C(C=N1)/C=C/C(=O)NCC=1OC2=C(C1)C=C(C=C2OC(F)(F)F)C2=CC=C(C=C2)C(=O)N2CCC(CC2)(F)F (E)-3-(6-aminopyridin-3-yl)-N-((5-(4-(4,4-difluoropiperidine-1-carbonyl)phenyl)-7-(trifluoromethoxy)benzofuran-2-yl)methyl)acrylamide